C(#N)C=1C=CC2=C(NC(=N2)N2C[C@H](C(CC2)(F)F)NC(OC(C)(C)C)=O)C1 tert-butyl (R)-(1-(6-cyano-1H-benzimidazol-2-yl)-4,4-difluoropiperidin-3-yl)carbamate